OC1=C(C2=CC=CC=C2C=C1)C(=O)NC1=C(C(=O)OC)C=CC=C1 methyl 2-(2-hydroxy-1-naphthamido)benzoate